Methyl 4,4-diethoxy-2,2-di-p-tolylbutanoate C(C)OC(CC(C(=O)OC)(C1=CC=C(C=C1)C)C1=CC=C(C=C1)C)OCC